COC=1C=CC=2N(C3=CC=C(C=C3C2C1)OC)C(C)C1=CC=C(CP(OCC)(OCC)=O)C=C1 diethyl (4-(1-(3,6-dimethoxy-9H-carbazol-9-yl)ethyl)benzyl)phosphonate